3-(5-chloro-2-hydroxy-4-methylphenyl)-4-fluoro-N-methyl-N-(pyridin-2-ylmethyl)benzamide ClC=1C(=CC(=C(C1)C=1C=C(C(=O)N(CC2=NC=CC=C2)C)C=CC1F)O)C